Ethylbutanol CCC(CC)CO